5-(3-fluoroimidazo[1,2-a]pyridin-6-yl)-4-methoxy-N-(1,4-dioxaspiro[4.5]decan-8-yl)-7H-pyrrolo[2,3-d]pyrimidin-2-amine FC1=CN=C2N1C=C(C=C2)C2=CNC=1N=C(N=C(C12)OC)NC1CCC2(OCCO2)CC1